N-(4-(2-((2-chloroquinolin-4-yl)amino)ethyl)phenyl)methanesulfonamide ClC1=NC2=CC=CC=C2C(=C1)NCCC1=CC=C(C=C1)NS(=O)(=O)C